[Si](C)(C)(C(C)(C)C)OCC[C@@H]1N(S(OC1)=O)C(=O)OC(C)(C)C tert-butyl (4S)-4-(2-((tert-butyldimethylsilyl)oxy)ethyl)-1,2,3-oxathiazolidine-3-carboxylate 2-oxide